NOCC1=CC=C(C=C1)C=1N=C2N(C=CC(=C2)C2=CC=CC=C2)C1NC1=CC=C(C(=O)O)C=C1 4-((2-(4-((aminooxy)methyl)phenyl)-7-phenylimidazo[1,2-a]pyridin-3-yl)amino)benzoic acid